2-((2-((4-(4-((2-(2,6-dioxopiperidin-3-yl)-7-fluoro-1,3-dioxoisoindoline-5-yl)methyl)piperazin-1-yl)-2-methoxyphenyl)amino)-5-(trifluoromethyl)pyridin-4-yl)amino)-N-methylbenzamide O=C1NC(CCC1N1C(C2=C(C=C(C=C2C1=O)CN1CCN(CC1)C1=CC(=C(C=C1)NC1=NC=C(C(=C1)NC1=C(C(=O)NC)C=CC=C1)C(F)(F)F)OC)F)=O)=O